2-methyl-5-oxo-6-(1-phenylethyl)-N-(pyridin-2-ylmethyl)-5,6-dihydro-1,6-naphthyridine-3-carboxamide CC1=NC=2C=CN(C(C2C=C1C(=O)NCC1=NC=CC=C1)=O)C(C)C1=CC=CC=C1